C1N(CC12CNC2)CC(=O)C=2C=CC(=C(C2)N2C(=NC1=CC=CC=C1C2=O)CN2CCN(CC2)C(COC2=CC=C(C=C2)Cl)=O)OC(C)C 3-(5-(2-(2,6-Diazaspiro[3.3]heptan-2-yl)acetyl)-2-isopropoxyphenyl)-2-((4-(2-(4-chlorophenoxy)acetyl)piperazin-1-yl)methyl)quinazolin-4(3H)-one